Tributylammonium borate B([O-])([O-])[O-].C(CCC)[NH+](CCCC)CCCC.C(CCC)[NH+](CCCC)CCCC.C(CCC)[NH+](CCCC)CCCC